FC(C1=CC=C(OC2=C3C=CC(=CC3=CC=C2)S(=O)(=O)N)C=C1)(F)F 5-[4-(trifluoromethyl)phenoxy]naphthalene-2-sulfonamide